2-{[(tert-butoxycarbonyl)(methyl)amino]methyl}benzoic acid C(C)(C)(C)OC(=O)N(C)CC1=C(C(=O)O)C=CC=C1